6-benzyl-8-methyl-2-(methylsulfanyl)-6H-pyrido[2,3-d]pyrimidine-5,7-dione C(C1=CC=CC=C1)C1C(C2=C(N=C(N=C2)SC)N(C1=O)C)=O